FC(C(=O)CC(=O)C)(F)F 1-trifluoroacetyl-acetone